CC1=CC=CC(=N1)C1=C(N=CN1COCC[Si](C)(C)C)C=1C=C2C=C(C=NC2=CC1)C=1SC=C(N1)C=1CCN(CC1)C(=O)OC(C)(C)C tert-butyl 4-(2-(6-(5-(6-methylpyridin-2-yl)-1-((2-(trimethylsilyl)ethoxy)methyl)-1H-imidazol-4-yl)quinolin-3-yl)thiazol-4-yl)-3,6-dihydropyridine-1(2H)-carboxylate